(3R)-1-(2-((2-(difluoromethylene)hexahydro-1H-pyrrolizin-7a-yl)methoxy)-7-(8-ethyl-7-fluoro-3-hydroxynaphthalen-1-yl)-8-fluoropyrido[4,3-d]pyrimidin-4-yl)-3-methylpiperidin-3-ol FC(=C1CC2(CCCN2C1)COC=1N=C(C2=C(N1)C(=C(N=C2)C2=CC(=CC1=CC=C(C(=C21)CC)F)O)F)N2C[C@@](CCC2)(O)C)F